C(CC)(O)(O)O propane-1,1,1-triol